5-(5-chloro-2,3-dihydro-1H-inden-1-yl)-2,2-dimethyl-1,3-dioxane-4,6-dione ClC=1C=C2CCC(C2=CC1)C1C(OC(OC1=O)(C)C)=O